2-((4-(4-chloroquinazolin-7-yl)but-3-yn-1-yl)(ethyl)amino)ethanol ClC1=NC=NC2=CC(=CC=C12)C#CCCN(CCO)CC